C(C(=O)O)(=O)O.FC=1C=CC(=NC1)[C@@]1(CCOC2(C1)CCOCC2)CCNC2CC1=CC=CC=C1C2 (R)-N-(2-(4-(5-fluoropyridin-2-yl)-1,9-dioxaspiro[5.5]undecan-4-yl)ethyl)-2,3-dihydro-1H-inden-2-amine oxalate salt